(2S,4R)-N-((R)-1-(4-carbamimidoylthiophen-2-yl)ethyl)-1-((9,9-difluoro-9H-fluorene-3-carbonyl)glycyl)-4-(pyridin-4-yl)pyrrolidine-2-carboxamide C(N)(=N)C=1C=C(SC1)[C@@H](C)NC(=O)[C@H]1N(C[C@H](C1)C1=CC=NC=C1)C(CNC(=O)C=1C=CC=2C(C3=CC=CC=C3C2C1)(F)F)=O